methyl 2-bromo-thiophene-3-carboxylate BrC=1SC=CC1C(=O)OC